7-chloro-5-methyl-4-oxo-1-[3-(pyridin-4-yl)-1,2,4-thiadiazol-5-yl]-1,4-dihydro-1,8-naphthyridine-3-carboxylic acid ethyl ester C(C)OC(=O)C1=CN(C2=NC(=CC(=C2C1=O)C)Cl)C1=NC(=NS1)C1=CC=NC=C1